NC1=NC2=CC(=CC(=C2C=C1Cl)F)CN(C(=O)C=1C=NC(=NC1)C)C=1C(=NC=CC1)S(=O)(=O)C N-[(2-amino-3-chloro-5-fluoroquinolin-7-yl)methyl]-N-(2-methanesulfonylpyridin-3-yl)-2-methylpyrimidine-5-carboxamide